[Cu].[Sn].[Ca].[Pb] lead-calcium tin copper